(R)-5-(2-amino-[1,2,4]triazolo[1,5-a]pyridin-7-yl)-N-(2-fluoro-1-(4-fluorophenyl)ethyl)-1-methyl-1H-indole-3-carboxamide NC1=NN2C(C=C(C=C2)C=2C=C3C(=CN(C3=CC2)C)C(=O)N[C@@H](CF)C2=CC=C(C=C2)F)=N1